tert-butyl 2-[(4-fluorophenyl)(methyl)carbamoyl]pyrrolidine-1-carboxylate FC1=CC=C(C=C1)N(C(=O)C1N(CCC1)C(=O)OC(C)(C)C)C